7-benzyl-N-(3-bromo-2-methylphenyl)-2-chloro-5,6,7,8-tetrahydropyrido[3,4-d]pyrimidin-4-amine C(C1=CC=CC=C1)N1CC=2N=C(N=C(C2CC1)NC1=C(C(=CC=C1)Br)C)Cl